CN1N=C(C(=C1OC[C@@H]1N(CCC1)C(C(F)(F)F)=O)C=1C=C2C(=CN1)N(N=C2C=C)C2OCCCC2)C 1-[(2R)-2-[[2,5-dimethyl-4-(1-tetrahydropyran-2-yl-3-vinyl-pyrazolo[3,4-c]pyridin-5-yl)pyrazol-3-yl]oxymethyl]pyrrolidin-1-yl]-2,2,2-trifluoro-ethanone